C(C)(=O)O.N1C=NC=C1 imidazole acetate salt